C1(=CC=CC=C1)C12CC3(CC(CC(C1)C3)C2)C(=O)[O-] 3-phenyladamantane-1-carboxylate